2,2,6,6-Tetramethyl-4-piperidinyl-Stearat CC(C(=O)[O-])(CC(CC(CCCCCCCCCCCC)(C)C)N1CCCCC1)C